IC=1C=CC=C2C=NN(C12)COCC[Si](C)(C)C 7-iodo-1-{[2-(trimethylsilyl)ethoxy]methyl}indazole